(19R)-3,10-diethyl-16-fluoro-19-methyl-20-oxa-3,4,9,10,11,23-hexaazapentacyclo(19.3.1.02,6.08,12.013,18)pentacosa-1(24),2(6),4,8,11,13,15,17,21(25),22-decaen-22-amine C(C)N1C=2C3=CN=C(C(O[C@@H](C4=CC(=CC=C4C4=NN(N=C4CC2C=N1)CC)F)C)=C3)N